ClC1=CC=C(C=C1)C1=C(CCC(C1)(C)C)CN1CCN(CC1)C1=CC=C(C=C1)S(=O)(=O)NC(C1=CC(=C(C=C1)F)COC1=CC=C(C=C1)Cl)=O N-([4-[4-[[2-(4-chlorophenyl)-4,4-dimethylcyclohexen-1-yl]methyl]piperazin-1-yl]phenyl]sulfonyl)-3-((4-chlorophenoxy)methyl)-4-fluorobenzamide